5-fluoro-N-[rac-(1S)-1-[[(3-amino-3-oxo-propyl)-[rac-(2S)-2-chloro-2-fluoro-acetyl]amino]carbamoyl]-3-methyl-butyl]-1H-indole-2-carboxamide FC=1C=C2C=C(NC2=CC1)C(=O)N[C@@H](CC(C)C)C(NN(C([C@@H](F)Cl)=O)CCC(=O)N)=O |r|